1-benzyl 57-tert-butyl 50,51-bis(((benzyloxy) carbonyl) amino)-17,33,49,52-tetraoxo-4,7,10,13,20,23,26,29,36,39,42,45-dodecaoxa-16,32,48,53-tetraazaheptapentacontane-1,57-dioate C(C1=CC=CC=C1)OC(=O)NC(C(NCCOCCOCCOCCOCCC(NCCOCCOCCOCCOCCC(NCCOCCOCCOCCOCCC(=O)OCC1=CC=CC=C1)=O)=O)=O)C(C(NCCCC(=O)OC(C)(C)C)=O)NC(=O)OCC1=CC=CC=C1